1,1'-biphenyl-3,4'-dicarboxylic acid C1(=CC(=CC=C1)C(=O)O)C1=CC=C(C=C1)C(=O)O